4-phenyl-1-trityl-piperidine-4-carbonitrile C1(=CC=CC=C1)C1(CCN(CC1)C(C1=CC=CC=C1)(C1=CC=CC=C1)C1=CC=CC=C1)C#N